COC=1C=C(C=C(C1)OC)N(C(=O)C=1N=C(SC1)C#C[Si](C(C)C)(C(C)C)C(C)C)C1C(N(CC1)S(=O)(=O)C(C)C)=O N-(3,5-dimethoxyphenyl)-N-(1-(isopropylsulfonyl)-2-oxopyrrolidin-3-yl)-2-((triisopropylsilyl)ethynyl)thiazole-4-carboxamide